4-[5-(azetidin-3-yloxy)pyrimidin-2-yl]-N-(3-chloro-5-methanesulfonamidophenyl)-5-methylthiophene-2-carboxamide N1CC(C1)OC=1C=NC(=NC1)C=1C=C(SC1C)C(=O)NC1=CC(=CC(=C1)NS(=O)(=O)C)Cl